NC1=NC2=C(C3=CN=CC=C13)C=C(C=C2)C(=O)N([C@@H]2CCC1=NC(=CC=C12)C(F)(F)F)CC1CC1 (R)-5-amino-N-(cyclopropylmethyl)-N-(2-(trifluoromethyl)-6,7-dihydro-5H-cyclopenta[b]pyridin-5-yl)benzo[c][2,6]naphthyridin-9-carboxamide